1'-(tert-Butyloxycarbonyl)-3,3-difluorospiro[chromane-2,4'-piperidine]-6,7-dicarboxylic acid C(C)(C)(C)OC(=O)N1CCC2(CC1)OC1=CC(=C(C=C1CC2(F)F)C(=O)O)C(=O)O